7-(2-methylethyl)-1,1-dimethyl-3-oxoisoindoline-2-carboxylic acid tert-butyl ester C(C)(C)(C)OC(=O)N1C(C2=C(C=CC=C2C1=O)CCC)(C)C